CC1=C(C(=O)O)C(=CC(=C1)O)C 2,6-dimethyl-p-hydroxybenzoic acid